5-amino-1-(tert-butyl)-N-[3-(7-{[(3S,4R)-3-fluoro-1-(methyl-d3)piperidin-4-yl]amino}-3-(2,2,2-trifluoroethyl)pyrazolo[1,5-a]pyridin-2-yl)prop-2-yn-1-yl]-1H-pyrazole-4-carboxamide NC1=C(C=NN1C(C)(C)C)C(=O)NCC#CC1=NN2C(C=CC=C2N[C@H]2[C@H](CN(CC2)C([2H])([2H])[2H])F)=C1CC(F)(F)F